ClC1=C(C=C2C(N(C(=NC2=C1)C1C(N(CCC1)C)CCNC(OCC1=CC=CC=C1)=O)CC(C)(C)C)=O)C(F)(F)F benzyl (2-(3-(7-chloro-3-neopentyl-4-oxo-6-(trifluoromethyl)-3,4-dihydroquinazolin-2-yl)-1-methylpiperidin-2-yl)ethyl)carbamate